R-1-(4-chlorophenyl)-3-(1-(naphthalen-1-yl)ethyl)thiourea ClC1=CC=C(C=C1)NC(=S)N[C@H](C)C1=CC=CC2=CC=CC=C12